CNC(=O)C1=NC(=CC(=C1)C(=O)N[C@@H]1[C@H](C1)C)CC1=C2CC(NC2=CC=C1)=O N2-methyl-N4-((1S,2S)-2-methylcyclopropyl)-6-((2-oxoindolin-4-yl)methyl)pyridine-2,4-dicarboxamide